Benzyl-tris(dimethylamino)phosphonium chloride [Cl-].C(C1=CC=CC=C1)[P+](N(C)C)(N(C)C)N(C)C